C(CC)(=O)OC/C(=C(/COC(CC)=O)\Br)/Br (2E)-2,3-dibromobut-2-ene-1,4-diyl dipropanoate